1-(7-((2-(3,5-dichlorophenyl)-6-((2-(4-methylpiperazin-1-yl)pyrimidin-5-yl)oxy)pyridin-4-yl)methyl)-2,7-diazaspiro[3.5]nonan-2-yl)-2-hydroxyethanone ClC=1C=C(C=C(C1)Cl)C1=NC(=CC(=C1)CN1CCC2(CN(C2)C(CO)=O)CC1)OC=1C=NC(=NC1)N1CCN(CC1)C